NC=1NC(=C(N1)C(=O)O)C(=O)O 2-amino-4,5-dicarboxyimidazole